N-(3-fluoro-4-(1-ethyl-6-(1-Boc-pyrazol-4-yl)-1H-indazol-5-yloxy)phenyl)-6-methoxy-2-oxo-1-(4-fluorophenyl)-1,2-dihydropyridine-3-carboxamide FC=1C=C(C=CC1OC=1C=C2C=NN(C2=CC1C=1C=NN(C1)C(=O)OC(C)(C)C)CC)NC(=O)C=1C(N(C(=CC1)OC)C1=CC=C(C=C1)F)=O